ClC1=NN(C=C1C1=NC=CC(=N1)NC=1N=CC2=C(C=CC(=C2C1)C(C)C)N1CC(C1)N1SCCC1)C 2-(1-(3-((2-(3-chloro-1-methyl-1H-pyrazol-4-yl)pyrimidin-4-yl)amino)-5-isopropylisoquinolin-8-yl)azetidin-3-yl)isothiazolidine